C(C)(=O)N1CCN(CC1)C1=C(NC=2N(C1=O)N=C(N2)N2CC(CCC2)F)C 6-(4-Acetylpiperazin-1-yl)-2-(3-fluoropiperidin-1-yl)-5-methyl-[1,2,4]triazolo[1,5-a]pyrimidin-7(4H)-one